CC1=CN=C2N1N=C(C=C2)C2=C(C=CC=C2)NC(C)=O N-(2-(3-Methylimidazo[1,2-b]pyridazin-6-yl)phenyl)acetamide